(3R)-4-[5-fluoro-2-(1-fluoro-6-{1-[(3R)-6-(4-methoxypiperidin-1-yl)-2-methylhexane-3-yl]azetidin-3-yl}-3-methylimidazo[1,5-a]pyridin-8-yl)benzoyl]-3-methylmorpholine FC=1C=CC(=C(C(=O)N2[C@@H](COCC2)C)C1)C=1C=2N(C=C(C1)C1CN(C1)[C@@H](C(C)C)CCCN1CCC(CC1)OC)C(=NC2F)C